2,5-dimercaptothiazole SC=1SC(=CN1)S